C(#N)N1C2CCC(C1)[C@H]2NC(=O)C=2SC(=CN2)C2=C(C=CC=C2)SC2=CC=CC=C2 N-((7R)-2-cyano-2-azabicyclo[2.2.1]heptan-7-yl)-5-(2-(phenylthio)phenyl)thiazole-2-carboxamide